C(C)(C)(C)OC(=O)N1CCC(CC1)N(CCOCCOCCC(OC(C)(C)C)=O)C(CCCC(=O)O)=O 13-(1-(Tert-Butoxycarbonyl)piperidin-4-yl)-2,2-dimethyl-4,14-dioxo-3,7,10-trioxa-13-aza-heptadecane-17-carboxylic acid